C(C1=CC=CC=C1)C(CC(C)C)(C)NC(=O)C=1C=NC2=C(C=CC=C2C1)F N-(1-benzyl-1,3-dimethylbutyl)-8-fluoroquinolin-3-carboxamide